3-[4-fluoro-5-[4-fluoro-4-(piperazin-1-ylmethyl)-1-piperidinyl]-1-oxo-isoindolin-2-yl]piperidine-2,6-dione FC1=C2CN(C(C2=CC=C1N1CCC(CC1)(CN1CCNCC1)F)=O)C1C(NC(CC1)=O)=O